2-chloro-3-trimethylsilylpyridine ClC1=NC=CC=C1[Si](C)(C)C